CC1=NOC(=C1C1=C(NC2=C(C=CC=C12)C)C(=O)O)C 3-(3,5-dimethylisoxazol-4-yl)-7-methyl-1H-indole-2-carboxylic acid